para-xylylene glycol C1(=CC=C(C=C1)CO)CO